(R)-4-((4-((1-(3-(((benzyloxy)carbonyl)amino)-5-(trifluoromethyl)phenyl)ethyl)amino)-6-(2-Methoxyethoxy)-2-methylquinazolin-7-yl)oxy)piperidine-1-carboxylic acid tert-butyl ester C(C)(C)(C)OC(=O)N1CCC(CC1)OC1=C(C=C2C(=NC(=NC2=C1)C)N[C@H](C)C1=CC(=CC(=C1)C(F)(F)F)NC(=O)OCC1=CC=CC=C1)OCCOC